C(C)(C)(C)C1=CC=C(C=C1)I 4-tertiary butyl-iodobenzene